P1(=O)OP(=O)O1 diphosphonic anhydride